CN1N=C(C=C1)CN[C@@H]1[C@H](CCCC1)O (1S,2S)-2-(((1-methyl-1H-pyrazol-3-yl)methyl)amino)cyclohexan-1-ol